diethylene glycol monolauryl ether sodium sulfate S(=O)(=O)([O-])[O-].[Na+].C(CCCCCCCCCCC)OCCOCCO.[Na+]